C1CN=C2N1C1=C(C(N2)=O)CNCC1 1,2,6,7,8,9-hexahydroimidazo[1,2-a]pyrido[3,4-e]pyrimidin-5(4H)-one